[Bi](I)(I)I bismuth(III) iodide